C(C)(C)(C)OC(=O)NC1=CC=C(C(=O)O)C=C1 4-(tert-butoxyformylamino)benzoic acid